(E)-4-Fluoro-2-isopropyl-5-phenylvinylphenol FC1=CC(=C(C=C1\C=C\C1=CC=CC=C1)O)C(C)C